C1(CC1)S(=O)(=O)NC1=CC=C2C=NC(=NC2=C1)C(=O)NC1=C(C=NC=C1)C1=CC=C(C=C1)OC 7-(cyclopropylsulfonylamino)-N-(3-(4-methoxyphenyl)pyridin-4-yl)quinazoline-2-carboxamide